N-(2-(1H-Benzo[d]imidazol-5-yl)ethyl)-11-(methoxymethyl)-8,8-dimethyl-7,10-dihydro-8H-pyrano[3'',4'':5',6']pyrido[3',2':4,5]thieno[3,2-d]pyrimidin-4-amine N1C=NC2=C1C=CC(=C2)CCNC=2C1=C(N=CN2)C2=C(S1)N=C1C(=C2COC)COC(C1)(C)C